2-chlorotrityl-Fmoc-hydrazine ClC1=C(C(C2=CC=CC=C2)(C2=CC=CC=C2)N(N)C(=O)OCC2C3=CC=CC=C3C3=CC=CC=C23)C=CC=C1